tert-butyl 4-[4-(4-{[4-({bis[(tert-butoxy)carbonyl]amino}methyl)-3-methylphenyl]carbamoyl}benzamido)phenyl]-1,2,3,6-tetrahydropyridine-1-carboxylate C(C)(C)(C)OC(=O)N(C(=O)OC(C)(C)C)CC1=C(C=C(C=C1)NC(=O)C1=CC=C(C(=O)NC2=CC=C(C=C2)C=2CCN(CC2)C(=O)OC(C)(C)C)C=C1)C